C(C)N1C[C@@H](CCC1)N1C(NC2=C1C=C(C(=C2)C=2C=C(C=1N(C2)N=CN1)OC)C(C)C)=O (R)-1-(1-ethylpiperidin-3-yl)-6-isopropyl-5-(8-methoxy-[1,2,4]triazolo[1,5-a]pyridin-6-yl)-1,3-dihydro-2H-benzo[d]imidazol-2-one